FC1=CC2=C(NC(=N2)C=2C=NC=C(C2N2CC(C2)CN)C2=CC(=CC(=C2)C)F)C=C1 1-{1-[3-(5-fluoro-1H-1,3-benzodiazol-2-yl)-5-(3-fluoro-5-methylphenyl)pyridin-4-yl]azetidin-3-yl}methanamine